C(C)OC(\C=C(/C1=CC=CC=C1)\C=1N(N=C(N1)Br)C1OCCCC1)=O (E)-3-(5-bromo-2-tetrahydropyran-2-yl-1,2,4-triazol-3-yl)-3-phenyl-prop-2-enoic acid ethyl ester